FC1=C(C(=CC=C1)C)N1CCC(CC1)N1C(N(C=2C([C@@H]1C)=CNN2)CC2=C(C=CC=C2)C(F)(F)F)=O (S)-5-[1-(2-fluoro-6-methyl-phenyl)-piperidin-4-yl]-4-methyl-7-(2-trifluoromethyl-benzyl)-2,4,5,7-tetrahydro-pyrazolo[3,4-d]pyrimidin-6-one